NC=1C=2N(C(=CN1)C1=CCC(CC1)NC)C(=NC2C2=C(C=C(C=C2)CC(=O)NC2=CC(=CC=C2)F)F)C(C)C 2-(4-(8-amino-3-isopropyl-5-(4-(methylamino)cyclohex-1-en-1-yl)imidazo[1,5-a]pyrazin-1-yl)-3-fluorophenyl)-N-(3-fluorophenyl)acetamide